N-[4-({3-[4-chloro-3-(trifluoromethyl)benzenesulfonamido]-5-methylpyridin-2-yl}oxy)phenyl]but-2-ynamide ClC1=C(C=C(C=C1)S(=O)(=O)NC=1C(=NC=C(C1)C)OC1=CC=C(C=C1)NC(C#CC)=O)C(F)(F)F